The molecule is an epoxide isolated from Streptomyces sp. E-1625. An inhibitor of interleukin-1beta converting enzyme (ICE), it acts as an anti-inflammatory agent and antibiotic. It has a role as an anti-inflammatory agent, an antimicrobial agent, an EC 3.4.22.36 (caspase-1) inhibitor and a bacterial metabolite. It is a cyclic ketone, an enol, an epoxide, a tertiary alcohol and a monocarboxylic acid amide. CCCCC(C)/C=C/C(=O)NC1=C[C@@]([C@H]2[C@@H](C1=O)O2)(/C=C/C=C/C=C/C(=O)NC3=C(CCC3=O)O)O